C(N)(=O)C1=NN(C=C1NC(=O)C=1N=C(OC1)C1=CC=NC=C1)C1=CC=C(C=C1)C=O N-[3-carbamoyl-1-(4-formylphenyl)pyrazol-4-yl]-2-(4-pyridyl)oxazole-4-carboxamide